CN1CCN(CC1)C(=O)OC(C)(C)C methyl-4-Bocpiperazine